C(C)(C)(C)NC(=O)C1=NC=CC(=C1)NC(CC1=CC=C2C(=NNC2=C1)C(F)(F)F)=O N-tert-Butyl-4-[[2-[3-(trifluoromethyl)-1H-indazol-6-yl]acetyl]amino]pyridine-2-carboxamide